C(C1=CC=CC=C1)OC(=O)N[C@H](C(=O)N1[C@@H]([C@H]2C([C@H]2C1)(C)C)C(=O)O)[C@@H](C)OC1CC(C1)(F)F (1R,2S,5S)-3-[(2S,3R)-2-(benzyloxycarbonylamino)-3-(3,3-difluorocyclobutoxy)butanoyl]-6,6-dimethyl-3-azabicyclo[3.1.0]hexane-2-carboxylic acid